N,N-dimethyl-N-((1-methyl-4-nitro-1H-imidazol-5-yl)methyl)-4-oxobut-2-en-1-aminium bromide [Br-].C[N+](CC=CC=O)(CC1=C(N=CN1C)[N+](=O)[O-])C